BrC1=NC(=C(C=2N=C(N=C(C21)N2[C@H]([C@@H]1CC[C@H](C2)N1C(=O)OC(C)(C)C)[C@@H](C)C=C)SCC)F)Cl Tert-Butyl (1S,2S,5R)-3-(5-bromo-7-chloro-2-(ethylthio)-8-fluoropyrido[4,3-d]pyrimidin-4-yl)-2-((S)-but-3-en-2-yl)-3,8-diazabicyclo[3.2.1]octane-8-carboxylate